phenylbenzimidazoleterephthalamide C1(=CC=CC=C1)C1=CC=CC=2N=C(NC21)C2=CC(=CC=C2C(=O)N)C(=O)N